FC=1C=C(C=CC1)SC1=C(C#N)C=CN=C1 3-[(3-fluorophenyl)sulfanyl]isonicotinonitrile